2,2,3-trimethyl-3-butyl acrylate C(C=C)(=O)OC(C(C)(C)C)(C)C